NC=1C=C(NC2CN(C2)C(=O)OC(C)(C)C)C=CC1C tert-butyl 3-(3-amino-4-methyl-anilino)azetidine-1-carboxylate